O([C@H]1[C@H](O)[C@@H](O)[C@H](O)[C@H](O1)C(=O)O)C1=NC2=C(C=CC=C2C=C1)O 8-hydroxy-2-quinolinyl beta-D-glucopyranosiduronic acid